tri-n-butylborate C(CCC)OB(OCCCC)OCCCC